COC1=C(C=C2C(=NC=NC2=C1)C=1C(=NN(C1)C)C1=CC=CC=C1)NC(C1=CN=CC(=C1)C)=O N-(7-methoxy-4-(1-methyl-3-phenyl-1H-pyrazol-4-yl)quinazolin-6-yl)-5-methylnicotinamide